5-bromo-2-(4-chloro-2-fluorophenyl)chroman BrC1=C2CCC(OC2=CC=C1)C1=C(C=C(C=C1)Cl)F